difluoro[4-(4-methylpiperazin-1-yl)phenyl]acetic acid FC(C(=O)O)(C1=CC=C(C=C1)N1CCN(CC1)C)F